N1(N=CC=C1)C1=CC=C2C(=N1)N(C(=N2)C=2SC=CC2)C=2C=C1CC[C@@H](C1=CC2)NC(OC(C)(C)C)=O tert-butyl N-[(1S)-5-[5-(pyrazol-1-yl)-2-(thiophen-2-yl)imidazo[4,5-b]pyridin-3-yl]-2,3-dihydro-1H-inden-1-yl]carbamate